C(C)(C)(C)OC(=O)N1CCC2(CC1)C(N(C1=CC(=CC=C12)C1=CC2=C(C(=N1)Cl)N(C=N2)C2CC2)C2CC(C2)N2CC1(CC1)CCC2)=O 1-((1S,3s)-3-(5-azaspiro[2.5]oct-5-yl)cyclobutyl)-6-(4-chloro-3-cyclopropyl-3H-imidazo[4,5-c]pyridin-6-yl)-2-oxospiro[indoline-3,4'-piperidine]-1'-carboxylic acid tert-butyl ester